5-methylpyridin-3-yl-propionic acid CC=1C=C(C=NC1)C(C(=O)O)C